ONC(C1=CC=C(C=C1)CN1N=C(C=C1C1=CC=CC=C1)C=1C=C2C(N(C=NC2=CC1)C)=O)=O N-hydroxy-4-{[3-(3-methyl-4-oxo-3,4-dihydroquinazolin-6-yl)-5-phenyl-1H-pyrazol-1-yl]methyl}benzamide